N-(5-(5-(difluoromethyl)-1,3,4-oxadiazol-2-yl)pyrimidin-2-yl)-4-phenyl-1-(thiazol-2-yl)-1H-benzo[d]imidazol-6-amine FC(C1=NN=C(O1)C=1C=NC(=NC1)NC=1C=C(C2=C(N(C=N2)C=2SC=CN2)C1)C1=CC=CC=C1)F